Tert-butyl-2-chloro-4-(3-fluoro-4-methoxyphenyl)-5-methoxypyridine C(C)(C)(C)C=1C(=NC=C(C1C1=CC(=C(C=C1)OC)F)OC)Cl